NN1C(NC(C=C1C(F)F)=O)=O 3-amino-4-(difluoromethyl)-2,6-dioxo-3,6-dihydropyrimidine